di-(isononyl)-1,4-cyclohexanedicarboxylate C(CCCCCC(C)C)OC(=O)C1CCC(CC1)C(=O)OCCCCCCC(C)C